BrC1=CC=C2C=C(N=C(C2=C1)C(F)(F)F)Cl 7-Bromo-3-chloro-1-(trifluoromethyl)isoquinoline